C(C(=C)C)(=O)OCCC(CN=C=O)(O)CCOC(C(=C)C)=O bis(methacryloxyethyl)hydroxyethyl isocyanate